3-((3-((1-(4-amino-5-methoxy-2-(1-methyl-1H-pyrazol-4-yl)phenyl)piperidin-4-yl)methyl)-1,2,3,4,4a,5-hexahydrobenzo[b]pyrazino[1,2-d][1,4]oxazin-8-yl)amino)piperidine-2,6-dione NC1=CC(=C(C=C1OC)N1CCC(CC1)CN1CC2N(C3=C(OC2)C=C(C=C3)NC3C(NC(CC3)=O)=O)CC1)C=1C=NN(C1)C